rac-2'-chloro-5'-methoxy-6-methyl-N-(5-(5-oxopyrrolidin-2-yl)-1,3,4-thiadiazol-2-yl)-(4,4'-bipyridine)-3-carboxamide ClC1=NC=C(C(=C1)C1=C(C=NC(=C1)C)C(=O)NC=1SC(=NN1)[C@@H]1NC(CC1)=O)OC |r|